2-chloro-4-((3S)-8-(5-(4-(4-(2-(2,6-dioxopiperidin-3-yl)-1,3-dioxoisoindolin-5-yl)piperazin-1-yl)piperidine-1-carbonyl)pyrazin-2-yl)-3-methyl-2,8-diazaspiro[4.5]decan-2-yl)benzonitrile ClC1=C(C#N)C=CC(=C1)N1CC2(C[C@@H]1C)CCN(CC2)C2=NC=C(N=C2)C(=O)N2CCC(CC2)N2CCN(CC2)C=2C=C1C(N(C(C1=CC2)=O)C2C(NC(CC2)=O)=O)=O